BrC(CCCCCCCC)O bromononanol